FC=1C(=NC=NC1)C1=CN=C(S1)NC1=CC2=C(C=N1)N=CN2CCNC(=O)[C@H]2N(CCOC2)C(C=C)=O (3S)-N-[2-[6-[[5-(5-fluoropyrimidin-4-yl)thiazol-2-yl]amino]imidazo[4,5-c]pyridin-1-yl]ethyl]-4-prop-2-enoyl-morpholine-3-carboxamide